(cis)-4-(4-fluoro-6-(tributylstannyl)pyridin-2-yl)-2,6-dimethylmorpholine FC1=CC(=NC(=C1)[Sn](CCCC)(CCCC)CCCC)N1C[C@H](O[C@H](C1)C)C